C(C)(=O)N1C(CC2=CC(=CC=C12)C1=CC=C(CNC(=O)C=2N=C3N(C=C(N=C3N3CCOCC3)Br)C2)C=C1)C N-(4-(1-acetyl-2-methylindolin-5-yl)benzyl)-6-bromo-8-morpholinoimidazo[1,2-a]pyrazine-2-carboxamide